9-(piperidin-4-yl)-N2-(tetrahydro-2H-pyran-4-yl)-N8-(3-(trifluoromethyl)phenyl)-9H-purine-2,8-diamine N1CCC(CC1)N1C2=NC(=NC=C2N=C1NC1=CC(=CC=C1)C(F)(F)F)NC1CCOCC1